FC1=CC=C(C=C1)C1=CC=C(C=C1)C 4-Fluoro-4'-methylbiphenyl